(S)-4-((4-ethyl-8-fluoro-4-hydroxy-9-methyl-3,14-dioxo-3,4,12,14-tetrahydro-1H-pyrano[3',4':6,7]indolizino[1,2-b]quinolin-11-yl)methyl)piperazine-1-carboxylic acid tert-butyl ester C(C)(C)(C)OC(=O)N1CCN(CC1)CC1=C2C(=NC=3C=C(C(=CC13)C)F)C1=CC3=C(C(N1C2)=O)COC([C@]3(O)CC)=O